2-{[1-(1H-imidazol-5-ylmethyl)piperidin-4-yl]methyl}-4-phenyl-2,3-dihydropyridazin-3-one dihydrochloride Cl.Cl.N1C=NC=C1CN1CCC(CC1)CN1N=CC=C(C1=O)C1=CC=CC=C1